BrC=1C=C(C(=NC1N=S(=O)(C1=CC(=CC=C1)F)CC1CC1)C)N=CN(C)CC N'-(5-bromo-6-(((cyclopropylmethyl)(3-fluorophenyl)(oxo)-λ6-sulfaneylidene)amino)-2-methylpyridin-3-yl)-N-ethyl-N-methylformimidamide